OC1=CC=C2C(C(=C(OC2=C1)C(F)(F)F)I)=O 7-Hydroxy-3-iodo-2-(trifluoromethyl)-4H-chromen-4-one